COCC1=NN(C=C1C(=O)NCC1=CC(=CC=C1)OC)CC1=CC=C(C=C1)CN1C(C=CC=C1)=O 3-(methoxymethyl)-N-[(3-methoxyphenyl)methyl]-1-({4-[(2-oxopyridin-1-yl)methyl]phenyl}methyl)pyrazole-4-carboxamide